ClC=1C=CC(=C(C=NS(=O)C(C)(C)C)C1)F N-(5-chloro-2-fluorobenzylidene)-2-methylpropane-2-sulfinamide